N-(3-methoxy-4-(4-((1S,4S)-5-methyl-2,5-diazabicyclo[2.2.1]heptan-2-yl)piperidine-1-yl)phenyl)-4-((S)-3-phenylisoxazolidin-2-yl)-5-(trifluoromethyl)pyrimidin-2-amine COC=1C=C(C=CC1N1CCC(CC1)N1[C@@H]2CN([C@H](C1)C2)C)NC2=NC=C(C(=N2)N2OCC[C@H]2C2=CC=CC=C2)C(F)(F)F